C(C)(=O)N1CC(C2(CC1)CCN(CC2)C2=NC=C(N=C2)SC2=C(C(=CC=C2)N2C[C@H](CC2)OC)Cl)NC(OC(C)(C)C)=O tert-butyl (3-acetyl-9-(5-((2-chloro-3-((S)-3-methoxypyrrolidin-1-yl)phenyl)thio)pyrazin-2-yl)-3,9-diazaspiro[5.5]undecane-1-yl)carbamate